Racemic-((2r,3r,5s)-5-hydroxy-2-methylpiperidin-3-yl)carbamic acid tert-butyl ester C(C)(C)(C)OC(N[C@H]1[C@H](NC[C@H](C1)O)C)=O |r|